(3R)-3-((2S)-3-(3-amino-2,3-dihydrobenzofuran-5-yl)-1-((S)-4-benzyl-2-oxooxazolidin-3-yl)-1-oxopropan-2-yl)pyrrolidine-1-carboxylic acid tert-butyl ester C(C)(C)(C)OC(=O)N1C[C@H](CC1)[C@@H](C(=O)N1C(OC[C@@H]1CC1=CC=CC=C1)=O)CC=1C=CC2=C(C(CO2)N)C1